benzyl 3-((S)-1-(((R)-tert-butylsulfinyl)amino)-2,2,2-trifluoroethyl)piperidine-1-carboxylate C(C)(C)(C)[S@@](=O)N[C@H](C(F)(F)F)C1CN(CCC1)C(=O)OCC1=CC=CC=C1